C(C1=CC=CC=C1)OC(=O)N1C[C@H]([C@@H](CC1)OC1CC1)O |r| rac-(3R,4R)-4-(cyclopropyloxy)-3-hydroxy-piperidine-1-carboxylic acid benzyl ester